C1(=CC=CC=2C3=CC=CC=C3CC12)C(C1=CC=CC=C1)(C1=CC=CC=C1)C1C=CC=C1 fluorenyl-cyclopentadienyl-diphenyl-methane